5-[4-amino-5-(trifluoromethyl)pyrrolo[2,1-f][1,2,4]triazin-7-yl]-N-[(3R,4S)-4-fluoro-1-[1-(trifluoro-methyl)cyclohexanecarbonyl]pyrrolidin-3-yl]-2-methoxypyridine-3-carboxamide NC1=NC=NN2C1=C(C=C2C=2C=C(C(=NC2)OC)C(=O)N[C@@H]2CN(C[C@@H]2F)C(=O)C2(CCCCC2)C(F)(F)F)C(F)(F)F